N-[[6-[(1-Benzylpyrrolidin-3-yl)amino]-2-pyridyl]sulfonyl]-2-(2,2,4-trimethylpyrrolidin-1-yl)pyridin-3-carboxamid C(C1=CC=CC=C1)N1CC(CC1)NC1=CC=CC(=N1)S(=O)(=O)NC(=O)C=1C(=NC=CC1)N1C(CC(C1)C)(C)C